FC(C1=NC=C(C=N1)OC=1C(=NC=CN1)C1CCN(CC1)C(C=C)=O)(F)F 1-(4-(3-((2-(trifluoromethyl)pyrimidin-5-yl)oxy)pyrazin-2-yl)piperidin-1-yl)prop-2-en-1-one